3-(Pyridin-4-yl)-4-(3-sulfamoylphenylethynyl)-5-methyl-1H-pyrazole N1=CC=C(C=C1)C1=NNC(=C1C#CC1=CC(=CC=C1)S(N)(=O)=O)C